6-(2-(cyclopropanecarboxamido)benzo[d]thiazol-6-yl)-2-methyl-N-(tetrahydro-2H-pyran-4-yl)quinazolin-4-carboxamide C1(CC1)C(=O)NC=1SC2=C(N1)C=CC(=C2)C=2C=C1C(=NC(=NC1=CC2)C)C(=O)NC2CCOCC2